6-bromo-4-(3,5-difluoro-4-(4-methylpiperazin-1-yl)phenyl)quinazoline BrC=1C=C2C(=NC=NC2=CC1)C1=CC(=C(C(=C1)F)N1CCN(CC1)C)F